bis((di-tert-butylphosphino)methyl)2-pyridylamine C(C)(C)(C)P(C(C)(C)C)CN(C1=NC=CC=C1)CP(C(C)(C)C)C(C)(C)C